FC=1C=NC(=NC1)O[C@@H]1CN(C[C@H]1OCC1=CC=C(C=C1)C(F)(F)F)C(C=C)=O |r| racemic-trans-1-(3-((5-fluoropyrimidin-2-yl)oxy)-4-((4-(trifluoromethyl)benzyl)oxy)pyrrolidin-1-yl)prop-2-en-1-one